FC1(CCC2=C1N=C(N=C2C2=CC=C(C=C2)C2(CCS(CC2)(=O)=O)NC(OCC[Si](C)(C)C)=O)N2[C@H](CC2)C(F)(F)F)F 2-trimethylsilylethyl N-[4-[4-[7,7-difluoro-2-[(2R)-2-(trifluoromethyl)azetidin-1-yl]-5,6-dihydrocyclopenta[d]pyrimidin-4-yl]phenyl]-1,1-dioxo-thian-4-yl]carbamate